FC(OC1=CC(=NC=C1)N)F 4-(difluoromethoxy)pyridin-2-amine